6-allyl-7-(1-acetyl-2-hydroxy-1-propenyl)-1-(3,4-dimethoxybenzenesulfonyl)-2,3,4,5-tetrahydro-1H-azepine C(C=C)C=1CCCCN(C1C(=C(C)O)C(C)=O)S(=O)(=O)C1=CC(=C(C=C1)OC)OC